N1=CC=CC2=C1CCCCC#C2 aza-benzocyclooctyne